BrC=1C=C(C2=CC(=CC=C2C1)OCC#N)CCNC(C)=O N-[2-[3-bromo-7-(cyanomethoxy)-1-naphthyl]ethyl]acetamide